C1(CC1)CNC(OC1=CC=CC=C1)=O phenyl (cyclopropylmethyl)carbamate